4-[(4-fluorophenyl)methoxy]-1-[3-(11C)methyl-2,3,4,5-tetrahydro-1H-[1,4]diazepino[1,7-a]indol-9-yl]pyridin-2(1H)-one FC1=CC=C(C=C1)COC1=CC(N(C=C1)C1=CC=2C=C3N(C2C=C1)CCN(CC3)[11CH3])=O